4-amino-N-cyclopropyl-N-((5-(3-hydroxypropyl-1-yl)pyridin-2-yl)methyl)-1-methyl-1H-pyrazolo[4,3-c]quinoline-8-carboxamide NC1=NC=2C=CC(=CC2C2=C1C=NN2C)C(=O)N(CC=2N=CC(CC2)=CCCO)C2CC2